CC1=CC(=NC(=C1[N+](=O)[O-])NC1=CC=NC=C1)N1C[C@H]2CC[C@@H](C1)N2C(=O)OC(C)(C)C tert-butyl (1R,5S)-3-{4-methyl-5-nitro-6-[(pyridin-4-yl)amino]pyridin-2-yl}-3,8-diazabicyclo[3.2.1]octane-8-carboxylate